(±)-trans-N-(6,8-dichloro-2,7-naphthyridin-3-yl)-2-(1-tetrahydropyran-2-ylpyrazol-4-yl)cyclopropanecarboxamide ClC=1C=C2C=C(N=CC2=C(N1)Cl)NC(=O)[C@H]1[C@@H](C1)C=1C=NN(C1)[C@@H]1OCCCC1 |&1:23|